C(C)C1=C(C=CC(=C1F)F)[C@H]1[C@H](O[C@@]([C@H]1C)(C(F)(F)F)C)C(=O)NC1=CC(=NC=C1)C(=O)N 4-[[(2S,3S,4S,5S)-3-(2-Ethyl-3,4-difluoro-phenyl)-4,5-dimethyl-5-(trifluoromethyl)tetrahydrofuran-2-carbonyl]amino]pyridin-2-carboxamid